C(C)NC(C)CC N-ethyl-2-butylamine